S(=O)(=O)([O-])[O-].[Li+].[Li+] Lithium sulphat